NC=1C=CC(=C2CN(C(C12)=O)C/C(/C#N)=C/C)C1=CC=C2C=NN(C2=C1)C1CC1 (2Z)-2-{[7-amino-4-(1-cyclopropyl-1H-indazol-6-yl)-1-oxo-2,3-dihydro-1H-isoindol-2-yl]methyl}but-2-enenitrile